CC1OC(CN(C1)C1=CC=C(C=C1)NC1=CC2=C(N(C=N2)C)C=C1)C N-(4-(2,6-dimethylmorpholino)phenyl)-1-methyl-1H-benzo[d]imidazol-5-amine